[Si](C1=CC=CC=C1)(C1=CC=CC=C1)(C(C)(C)C)OCC1CC(CNC1)(N)C(F)F 5-(((tert-butyldiphenylsilyl)oxy)methyl)-3-(difluoromethyl)piperidin-3-amine